(±)-7-(cyclopropylamino)-5-((3-((methylsulfinyl)methyl)-4-(1H-pyrazol-4-yl)phenyl)amino)pyrazolo[1,5-a]pyrimidine-3-carbonitrile C1(CC1)NC1=CC(=NC=2N1N=CC2C#N)NC2=CC(=C(C=C2)C=2C=NNC2)C[S@](=O)C |r|